2,4-bis(perfluoroethyl)pyrido[2,3-d]pyrimidin-7-amine FC(C(F)(F)F)(C=1N=C(C2=C(N1)N=C(C=C2)N)C(C(F)(F)F)(F)F)F